(S)-47-benzyl 1-(2,5-dioxopyrrolidin-1-yl) 2-(((benzyloxy)carbonyl)amino)-8,21,34-trioxo-11,14,17,24,27,30-hexaoxa-7,20,33-triazaheptatetracontane-1,47-dioate C(C1=CC=CC=C1)OC(=O)N[C@H](C(=O)ON1C(CCC1=O)=O)CCCCNC(CCOCCOCCOCCNC(CCOCCOCCOCCNC(CCCCCCCCCCCCC(=O)OCC1=CC=CC=C1)=O)=O)=O